di-tert-butyl (4-{[3-(3-cyanopropyl)-1-(4-methylbenzene-1-sulfonyl)-1H-pyrrolo[2,3-b]pyridin-4-yl]oxy}-3,5-difluorophenyl)-2-imidodicarbonate C(#N)CCCC1=CN(C2=NC=CC(=C21)OC2=C(C=C(C=C2F)N(C(=O)OC(C)(C)C)C(=O)OC(C)(C)C)F)S(=O)(=O)C2=CC=C(C=C2)C